N=1C=NN2C1C=CC=C2C(=O)N2CC=1C(CC2)=C(N(N1)C)C1=CC=CC=C1 [1,2,4]triazolo[1,5-a]pyridin-5-yl-(2-methyl-3-phenyl-2,4,5,7-tetrahydro-6H-pyrazolo[3,4-c]pyridin-6-yl)methanone